2'-acetamido-3'-O-tert-butyl(dimethyl)silyl-5'-O-(4,4'-dimethoxytrityl)uridine C(C)(=O)N[C@@]1([C@@H](O[C@@H]([C@H]1O[Si](C)(C)C(C)(C)C)COC(C1=CC=C(C=C1)OC)(C1=CC=C(C=C1)OC)C1=CC=CC=C1)N1C(=O)NC(=O)C=C1)O